COC1=NC=C(C(=N1)OC)C=1C=C(C=2N(N1)C=CN2)[C@@H]2[C@H](C2)C2=CC1=C(C=N2)N=C(N1CC(F)(F)F)C(F)(F)F 6-((1S,2S)-2-(6-(2,4-dimethoxypyrimidin-5-yl)imidazo[1,2-b]pyridazin-8-yl)cyclopropyl)-1-(2,2,2-trifluoroethyl)-2-(trifluoromethyl)-1H-imidazo[4,5-c]pyridine